1-(4-fluoro-3-nitrobenzyl)-7-methyl-4,5,6,7-tetrahydro-1H-pyrazolo[4,3-c]pyridine-3-carboxylic acid ethyl ester hydrochloride Cl.C(C)OC(=O)C1=NN(C2=C1CNCC2C)CC2=CC(=C(C=C2)F)[N+](=O)[O-]